FC(CN1C(=NC2=NC=C(C=C21)C=2C=CN1N=C(N=CC12)NCC1OCCC1)C)F 5-(1-(2,2-difluoroethyl)-2-methyl-1H-imidazo[4,5-b]pyridin-6-yl)-N-((tetrahydrofuran-2-yl)methyl)pyrrolo[2,1-f][1,2,4]triazin-2-amine